CN1CCC(CC1)C1CCNC=2N1N=C(C2C(=O)N)C2=CC=C1C=CC(=NC1=C2)C2=CC=CC=C2 7-(1-methylpiperidin-4-yl)-2-(2-phenylquinolin-7-yl)-4,5,6,7-tetrahydropyrazolo[1,5-a]pyrimidine-3-carboxamide